O1CCC(C=2C1=NC=CC2)NC(=O)C2=CC=NC=1N2N=C(C1C(=O)N)COC N7-(3,4-dihydro-2H-pyrano[2,3-b]pyridin-4-yl)-2-(methoxymethyl)pyrazolo[1,5-a]pyrimidine-3,7-dicarboxamide